[S+2].[NH4+] (ammonium) sulfur